Cl.N1=C(C=CC=C1)O[C@@H]1C[C@H](C1)N trans-3-(pyridin-2-yloxy)cyclobutan-1-amine hydrochloride